9-(5-(difluoromethyl)-1,3,4-thiadiazol-2-yl)-6-fluoro-N-(1-methylcyclopropyl)-4-((2S)-2-methylpiperidin-4-yl)-9H-pyrimido[4,5-b]indole-7-sulfonamide FC(C1=NN=C(S1)N1C2=C(C3=CC(=C(C=C13)S(=O)(=O)NC1(CC1)C)F)C(=NC=N2)C2C[C@@H](NCC2)C)F